(R)-4-((2-((1-(4-Ethyl-1-methyl-1H-pyrazol-3-yl)-2,2-dimethylpropyl)amino)-3,4-dioxocyclobut-1-en-1-yl)amino)-3-hydroxy-N,N-dimethylpicolinamide C(C)C=1C(=NN(C1)C)[C@@H](C(C)(C)C)NC1=C(C(C1=O)=O)NC1=C(C(=NC=C1)C(=O)N(C)C)O